C12(CC3CC(CC(C1)C3)C2)CN2N=CC(=C2C)C=2C(=NC(=CC2)N(C=2N=NC(=C(C2)C)NC=2SC3=NC=CC=C3N2)C)C(=O)NS(=O)(=O)CCCCC(=O)O 5-(N-(3-(1-((1s,3s)-adamantan-1-ylmethyl)-5-methyl-1H-pyrazol-4-yl)-6-(methyl-(5-methyl-6-(thiazolo[5,4-b]pyridin-2-ylamino)pyridazin-3-yl)amino)picolinoyl)sulfamoyl)pentanoic acid